NC1=CC=C(C=2CCOC21)P(C)(C)=O (7-amino-2,3-dihydrobenzofuran-4-yl)dimethylphosphine oxide